(±)-trans-N-[8-chloro-6-(1-methylpyrrolo[2,3-b]pyridin-4-yl)-3-isoquinolinyl]-2-cyano-cyclopropanecarboxamide ClC=1C=C(C=C2C=C(N=CC12)NC(=O)[C@H]1[C@@H](C1)C#N)C1=C2C(=NC=C1)N(C=C2)C |r|